C1(=CC=C(C=C1)C1=NC(=NC(=N1)C1=CC=C(C=C1)Br)C1=CC=CC=C1)C1=CC=CC=C1 2-([1,1'-Biphenyl]-4-yl)-4-(4-bromophenyl)-6-phenyl-1,3,5-triazine